N-(4-benzyl-5-(4-hydroxy-4-((1-(4-nitrophenyl)-4-oxo-1,4-dihydro-5H-pyrazolo[3,4-d]pyrimidin-5-yl)methyl)piperidin-1-yl)-5-oxopentyl)-4-chloroquinoline-7-carboxamide C(C1=CC=CC=C1)C(CCCNC(=O)C1=CC=C2C(=CC=NC2=C1)Cl)C(=O)N1CCC(CC1)(CN1C=NC2=C(C1=O)C=NN2C2=CC=C(C=C2)[N+](=O)[O-])O